COC1=CC=C(CN(S(=O)(=O)[C@@H](C=O)C(C)C)CC2=CC=C(C=C2)OC)C=C1 (R)-N,N-BIS(4-METHOXYBENZYL)-3-METHYL-1-OXOBUTANE-2-SULFONAMIDE